[(2-Methylpropanoyl)oxy]methyl (3R)-3-{[5-(2-chloro-5-cyanophenyl)-1-trityl-1H-indazol-3-yl]carbamoyl}-piperidine-1-carboxylate ClC1=C(C=C(C=C1)C#N)C=1C=C2C(=NN(C2=CC1)C(C1=CC=CC=C1)(C1=CC=CC=C1)C1=CC=CC=C1)NC(=O)[C@H]1CN(CCC1)C(=O)OCOC(C(C)C)=O